FC(N1N=C(C=C1C(=O)O)C)F 2-(difluoromethyl)-5-methyl-pyrazole-3-carboxylic acid